BrC1=CC(=C(C=C1)N(C1CCSCC1)CC(C)C)[N+](=O)[O-] N-(4-bromo-2-nitrophenyl)-N-(2-methylpropyl)tetrahydrothiopyran-4-amine